CC(CCCCCCCC)O trans-2-decanol